1-[2-({2-[2,6-dioxopiperidin-3-yl]-1,3-dioxoisoindol-4-yl}amino)acetyl]piperidine-4-carboxylic acid O=C1NC(CCC1N1C(C2=CC=CC(=C2C1=O)NCC(=O)N1CCC(CC1)C(=O)O)=O)=O